C(C1CO1)OCC1=C(C2=CC=CC=C2C=C1)C1=C(C=CC2=CC=CC=C12)OC 2-(2,3-epoxypropoxy)methyl-2'-methoxy-1,1'-binaphthyl